1-(5-((3-fluorophenyl)ethynyl)-2,3-dihydro-1H-inden-1-yl)azetidine-3-carboxylic acid FC=1C=C(C=CC1)C#CC=1C=C2CCC(C2=CC1)N1CC(C1)C(=O)O